2-(Methylsulfonyl)-7-(trifluoromethyl)-N-({5-[4-(trifluoromethyl)phenyl]-4H-1,2,4-triazol-3-yl}methyl)imidazo[2,1-f][1,2,4]triazin-4-amine CS(=O)(=O)C1=NN2C(C(=N1)NCC1=NN=C(N1)C1=CC=C(C=C1)C(F)(F)F)=NC=C2C(F)(F)F